(S)-(-)-9-(2-hydroxypropyl)adenine O[C@H](CN1C2=NC=NC(=C2N=C1)N)C